[C@@H](C)(CC)[C@@H]1N(C[C@@H](NC[C@@H](N(C[C@@H](N(C1)CC(=O)O)[C@H](C)CC)CC(=O)O)[C@H](C)CC)[C@H](C)CC)CC(=O)O 2,2',2''-((2S,5S,8S,11S)-2,5,8,11-tetra((R)-sec-butyl)-1,4,7,10-tetraazacyclododecane-1,4,7-triyl)triacetic acid